O[C@H](COC=1C=C(C=CC1)S(=O)(=O)NCCO)CNC1COC2(C1)CCN(CC2)S(=O)(=O)C2=CC1=CC=CC=C1C=C2 3-((2S)-2-hydroxy-3-(8-(naphthalene-2-ylsulfonyl)-1-oxa-8-azaspiro[4.5]dec-3-ylamino)propoxy)-N-(2-hydroxyethyl)benzenesulfonamide